C(CC)N.[Ag].[He] helium silver propan-amine